5-cyclooctyloxy-7-oxo-bicyclo[2.2.1]Hept-2-ene C1(CCCCCCC1)OC1C2C=CC(C1)C2=O